2-(3,4-dimethoxyphenyl)-5-isocyanato-3-(2-trityl-2H-tetrazol-5-yl)pyridine COC=1C=C(C=CC1OC)C1=NC=C(C=C1C=1N=NN(N1)C(C1=CC=CC=C1)(C1=CC=CC=C1)C1=CC=CC=C1)N=C=O